1-((2-(3,8-diazabicyclo[3.2.1]octan-3-yl)-7-(1H-pyrazol-1-yl)benzo[d]oxazol-4-yl)oxy)-1,1-difluoro-2-methylpropan-2-ol C12CN(CC(CC1)N2)C=2OC1=C(N2)C(=CC=C1N1N=CC=C1)OC(C(C)(O)C)(F)F